7'-((1R,3R)-3-((tert-butyldimethylsilyl)oxy)cyclohexyl)-2'-chlorospiro[cyclopropane-1,5'-pyrrolo[2,3-d]pyrimidin]-6'(7'H)-one [Si](C)(C)(C(C)(C)C)O[C@H]1C[C@@H](CCC1)N1C(C2(C3=C1N=C(N=C3)Cl)CC2)=O